(3S)-N-cyclobutyl-5-[cyclohexyl(methyl)amino]-3-({1-cyclopentyl-5-[2-(trifluoromethyl)phenyl]-1H-pyrazol-3-yl}formamido)pentanamide C1(CCC1)NC(C[C@H](CCN(C)C1CCCCC1)NC(=O)C1=NN(C(=C1)C1=C(C=CC=C1)C(F)(F)F)C1CCCC1)=O